6-amino-4-(3-chloro-4-methoxyphenoxy)-7-ethoxy-2-ethylquinoline-3-carbonitrile NC=1C=C2C(=C(C(=NC2=CC1OCC)CC)C#N)OC1=CC(=C(C=C1)OC)Cl